N1(CCCC2=CC=CC=C12)C(=O)C1=NC(=NC(=C1)NC(C)(CC(C)(C)C)C)NC1=C(C=CC=C1)O (3,4-Dihydroquinolin-1(2H)-yl)(2-((2-hydroxyphenyl)amino)-6-((2,4,4-trimethylpentan-2-yl)amino)pyrimidin-4-yl)methanone